4-Fluoro-1-(4-((2-oxopyridin-1(2H)-yl)methyl)benzyl)piperidine-4-carboxylic acid FC1(CCN(CC1)CC1=CC=C(C=C1)CN1C(C=CC=C1)=O)C(=O)O